1-(4-bromo-2-fluoro-5-(2-(oxetan-3-ylamino)-8,9-dihydroimidazo[1',2':1,6]pyrido[2,3-d]pyrimidin-6-yl)phenyl)-3-(2-chlorophenyl)urea BrC1=CC(=C(C=C1C1=CC2=C(N=C(N=C2)NC2COC2)N2C1=NCC2)NC(=O)NC2=C(C=CC=C2)Cl)F